C(#N)C1=C(C=C(C=C1)N1C(N(C(C1=O)(C)C)C1CCC(CC1)OCCC1C[C@H](N([C@H](C1)C)C(=O)OC(C)(C)C)C)=S)C(F)(F)F tert-butyl (2R,4r,6S)-4-(2-(((1r,4R)-4-(3-(4-cyano-3-(trifluoromethyl)phenyl)-5,5-dimethyl-4-oxo-2-thioxoimidazolidin-1-yl)cyclohexyl)oxy)ethyl)-2,6-dimethylpiperidine-1-carboxylate